C(C1=CC=CC=C1)OC(=O)N[C@H](C(=O)O)CN1C(CCC1)=O (S)-2-(((benzyloxy)carbonyl)amino)-3-(2-oxopyrrolidin-1-yl)propanoic acid